Cl.FC1(CNCCC1N1CCN(CC1)C1=C(C=C(NC2C(NC(CC2)=O)=O)C=C1)F)F 3-[4-[4-(3,3-difluoro-4-piperidinyl)piperazin-1-yl]-3-fluoro-anilino]piperidine-2,6-dione HCl